C(C1=CC=CC=C1)OC1=C(C=C(C=C1)S(=O)(=O)N1[C@H](C2CC[C@H](C1)N2C(=O)OCCOC)C(=O)O)F (2r,5r)-3-((4-(benzyloxy)-3-fluorophenyl)sulfonyl)-8-((2-methoxyethoxy)carbonyl)-3,8-diazabicyclo[3.2.1]octane-2-carboxylic acid